C(C)(C)(C)OC(=O)N1CCC(=CC1)B1OC(C(O1)(C)C)(C)C 4-(4,4,5,5-tetramethyl-1,3,2-dioxaborol-2-yl)-3,6-dihydropyridine-1(2H)-carboxylic acid tert-butyl ester